N-(5-(N-(2,6-dimethylphenyl)sulfamoyl)-6-methoxypyridin-3-yl)-5,6,7,8-tetrahydroimidazo[1,2-a]pyridine-3-carboxamide CC1=C(C(=CC=C1)C)NS(=O)(=O)C=1C=C(C=NC1OC)NC(=O)C1=CN=C2N1CCCC2